C(C)(C)(C)OC(=O)N(C1=C(C=C(C=C1[N+](=O)[O-])CN1CCN(CC1)C(=O)OC(C)(C)C)F)C(=O)OC(C)(C)C tert-Butyl 4-({4-[bis(tert-butoxycarbonyl)amino]-3-fluoro-5-nitrophenyl}methyl)-piperazine-1-carboxylate